[1,2-13C]-acetyl-CoA [13C]([13CH3])(=O)SCCNC(CCNC([C@@H](C(COP(OP(OC[C@@H]1[C@H]([C@H]([C@@H](O1)N1C=NC=2C(N)=NC=NC12)O)OP(=O)(O)O)(=O)O)(=O)O)(C)C)O)=O)=O